(2-Chloro-6-((2,4,4-trimethylpentan-2-yl)amino)pyrimidin-4-yl)(4-phenylpiperazin-1-yl)methanone ClC1=NC(=CC(=N1)C(=O)N1CCN(CC1)C1=CC=CC=C1)NC(C)(CC(C)(C)C)C